FC1=C(C(=O)NCC2CCC(CC2)N2N=C3C=C(C=CC3=C2)C2=CC=C3CCN(CC3=C2)C(=O)OC(C)(C)C)C=C(C(=C1F)OCC1=CC=C(C=C1)OC)F tert-butyl 7-{2-[(1r,4r)-4-({2,3,5-trifluoro-4-[(4-methoxyphenyl)methoxy]benzamido}methyl)cyclohexyl]-2H-indazol-6-yl}-3,4-dihydroisoquinoline-2(1H)-carboxylate